CC1=CC=C(C=C1)S(=O)(=O)[N-]Cl.[Na+] Chloramin-T